(1R,5S)-3-(7-bromo-2-chloropyrido[3,2-d]pyrimidin-4-yl)-3,8-diazabicyclo[3.2.1]octane-8-carboxylic acid tert-butyl ester C(C)(C)(C)OC(=O)N1[C@H]2CN(C[C@@H]1CC2)C=2C1=C(N=C(N2)Cl)C=C(C=N1)Br